8-phenyl-2-(4-(pyrimidin-2-yl)piperazin-1-yl)-7,8-dihydro-6H-pyrrolo[2',1':2,3]imidazo[4,5-b]pyridine C1(=CC=CC=C1)C1CCC2=NC=3C(=NC(=CC3)N3CCN(CC3)C3=NC=CC=N3)N21